difluoromethoxybenzenesulfonamide FC(OC1=C(C=CC=C1)S(=O)(=O)N)F